FCS(=O)(=O)NC1=CC=C(C=C1)C1=C2C(=NC=C1)NC=C2 4-(4-((fluoromethyl)sulfonamido)phenyl)-1H-pyrrolo[2,3-b]pyridin